1-(4-((2-(1H-indol-3-yl)ethyl)amino)-2-(5-fluoropyridin-3-yl)-5,8-dihydropyrido[3,4-d]pyrimidin-7(6H)-yl)-2-aminoethan-1-one N1C=C(C2=CC=CC=C12)CCNC=1C2=C(N=C(N1)C=1C=NC=C(C1)F)CN(CC2)C(CN)=O